2-(3-(1-((tert-butylsulfinyl)imino)ethyl)-2-fluorophenyl)-2,2-difluoro-N,N-dimethylacetamide C(C)(C)(C)S(=O)N=C(C)C=1C(=C(C=CC1)C(C(=O)N(C)C)(F)F)F